N1(C=NC=C1)CC(N)C1=CC=CC=C1 2-(1H-imidazol-1-yl)-1-phenylethan-1-amine